pivaloyloxymethyl-butyric acid C(C(C)(C)C)(=O)OCC(C(=O)O)CC